ClC1=NC(=CC(=C1)SC(CC)CC)Cl 2,6-dichloro-4-(1-ethylpropylsulfanyl)pyridine